FC1=C(C=CC=C1C)[C@@H]1N(OCC1)C1=CC(=NC=N1)NC=1C(=CC(=C(C1)NC(C=C)=O)N1CCN(CC1)C)OC N-(5-((6-((R)-3-(2-fluoro-3-methylphenyl)isoxazolidine-2-yl)pyrimidine-4-yl)amino)-4-methoxy-2-(4-methylpiperazine-1-yl)phenyl)acrylamide